COCCC1=CC=C(OCC(C)O)C=C1 3-[4-(2-methoxyethyl)-phenoxy]-propan-2-ol